IC=1C(=C(C=CC1)S(=O)(=O)C1=C(C(=CC=C1)I)C(F)F)C(F)F iododifluoromethyl-phenylsulfone